1-(3-methoxy-4-nitrophenyl)piperidine-4-carboxylic acid COC=1C=C(C=CC1[N+](=O)[O-])N1CCC(CC1)C(=O)O